C(C)(C)(C)OC(NC1=CC=C(C=C1)CNC1=NC=C(N=C1)C#C)=O (4-(((5-ethynylpyrazin-2-yl)amino)methyl)phenyl)carbamic acid tert-butyl ester